C(C)(=O)NC[C@@H](C)NC(=O)C=1C=NC2=C(C=CC=C2C1)C1=CCC(CC1)C(F)(F)F N-((R)-1-acetamidopropan-2-yl)-8-(4-(trifluoromethyl)cyclohex-1-en-1-yl)quinoline-3-carboxamide